COC=1C=C2C(=NC(=NC2=CC1OC)C)NC(C)C=1SC(=CC1)C=1C=NN(C1)CCN1CCCC1 6,7-dimethoxy-2-methyl-N-[1-(5-{1-[2-(pyrrolidin-1-yl)ethyl]-1H-pyrazol-4-yl}thiophen-2-yl)ethyl]quinazolin-4-amine